C(#N)C=1C=C(C=CC1)C1=NN2C(N=C(C=C2)C(=O)NCC(C)(C)O)=C1C1=NC=NC=C1 (3-cyanophenyl)-N-(2-hydroxy-2-methyl-propyl)-3-pyrimidin-4-yl-pyrazolo[1,5-a]pyrimidine-5-carboxamide